5-cyano-N-[2-(cyclohexen-1-yl)-4-[1-[2-(dimethylamino)acetyl]piperidin-4-yl]phenyl]-1H-imidazole-2-carboxamide C(#N)C1=CN=C(N1)C(=O)NC1=C(C=C(C=C1)C1CCN(CC1)C(CN(C)C)=O)C1=CCCCC1